5-Piperidin-1-yl-pent-2-enoic acid [4-(3-chloro-4-fluoro-phenylamino)-7-ethoxy-quinazolin-6-yl]-amide ClC=1C=C(C=CC1F)NC1=NC=NC2=CC(=C(C=C12)NC(C=CCCN1CCCCC1)=O)OCC